nicotinic acid hydrochloride Cl.C(C1=CN=CC=C1)(=O)O